ClC1=CC=C(C=C1)C=1N(C(N(C1)CC1=NN(C(=N1)[C@H](C)O)C1=C(C=CC(=C1)Cl)F)=O)C[C@@H](C(F)(F)F)O 4-(4-chlorophenyl)-1-((1-(2-fluoro-5-chlorophenyl)-5-((S)-1-hydroxyethyl)-1H-1,2,4-triazol-3-yl)methyl)-3-((S)-3,3,3-trifluoro-2-hydroxypropyl)-1,3-dihydro-2H-imidazol-2-one